C(C)(C)(C)C=1C=C(C2=C(C(C(O2)=O)C2=CC=C(OCCOC(CCCCCOC(CCCCCOC(C3=CC=CC=C3)=O)=O)=O)C=C2)C1)C(C)(C)C.OCCCCCC(=O)O 6-hydroxycaproic acid [6-[6-[2-[4-(5,7-di-tert-butyl-2-oxo-3H-benzofuran-3-yl)phenoxy]ethoxy]-6-oxohexyloxy]-6-oxohexyl]benzoate